BrC(C)C1=NC=NC(=C1F)Cl 4-(1-bromoethyl)-5-fluoro-6-chloro-pyrimidine